N-[(4-methoxyphenyl)methyl]{[4-(4-methyl-1,1-dioxothian-4-yl)phenyl]amino}carboxamide COC1=CC=C(C=C1)CNC(=O)NC1=CC=C(C=C1)C1(CCS(CC1)(=O)=O)C